(9-iodo-5-phenylimidazo[1,2-c]thieno[3,2-e]pyrimidin-8-yl)(piperidin-1-yl)methanone IC1=C(SC2=C1C=1N(C(=N2)C2=CC=CC=C2)C=CN1)C(=O)N1CCCCC1